4-(2-((2-(bis(4-methoxyphenyl)(phenyl)methoxy)ethyl)(4-((2,5-dimethoxy-4-((4-nitrophenyl)diazenyl)phenyl)diazenyl)-3-methylphenyl)amino)-ethoxy)-4-oxobutanoic acid COC1=CC=C(C=C1)C(OCCN(CCOC(CCC(=O)O)=O)C1=CC(=C(C=C1)N=NC1=C(C=C(C(=C1)OC)N=NC1=CC=C(C=C1)[N+](=O)[O-])OC)C)(C1=CC=CC=C1)C1=CC=C(C=C1)OC